sodium 7-ethyl-2-methyl-4-undecyl sulfate S(=O)(=O)(OC(CC(C)C)CCC(CCCC)CC)[O-].[Na+]